3-amino-N-[2-(dimethylamino)ethyl]azetidine-1-carboxamide NC1CN(C1)C(=O)NCCN(C)C